2,2'-Thiobis(6-t-butyl-4-methylphenol) S(C1=C(C(=CC(=C1)C)C(C)(C)C)O)C1=C(C(=CC(=C1)C)C(C)(C)C)O